O1C(CCCC1)OCCCCCCCC[NH-] ((tetrahydro-2H-pyran-2-yl)oxy)octylamide